2'-O-methylcytidine-3'-phosphate P(=O)(O)(O)O[C@H]1[C@H]([C@@H](O[C@@H]1CO)N1C(=O)N=C(N)C=C1)OC